(S)-6-cyclopropyl-N-(3-(3,3-difluoro-1-(fluoro(4-methyl-4H-1,2,4-triazol-3-yl)methyl)cyclobutyl)phenyl)-4-((3-(hydroxymethyl)-3-methylazetidin-1-yl)methyl)picolinamide C1(CC1)C1=CC(=CC(=N1)C(=O)NC1=CC(=CC=C1)C1(CC(C1)(F)F)[C@@H](C1=NN=CN1C)F)CN1CC(C1)(C)CO